(2s,3R,5R)-3-((e)-(2-isonicotinoylhydrazono)methyl)-3-methyl-7-oxo-4-thia-1-azabicyclo[3.2.0]heptane-2-carboxylic acid 4,4-dioxide C(C1=CC=NC=C1)(=O)N\N=C\[C@]1([C@@H](N2C(C[C@H]2S1(=O)=O)=O)C(=O)O)C